FC1=CC=C(C=C1)C1=C(C=C2CNC(C2=C1)=O)OCC=1SC=C(N1)C 6-(4-fluorophenyl)-5-((4-methylthiazol-2-yl)methoxy)isoindolin-1-one